(E)-2-methoxy-4-(prop-1-en-1-yl)phenyl 4-methoxybenzoate COC1=CC=C(C(=O)OC2=C(C=C(C=C2)\C=C\C)OC)C=C1